C(C)(C)C1=C(C=CC=C1)C=1C=C2CN[C@H](C2=CC1)CNC1=C(C(=O)O)C=CN=C1 (R)-3-(((5-(2-isopropylphenyl)isoindolin-1-yl)methyl)amino)isonicotinic acid